FC1=CC=C(C=C1)C#CC(C(=C)C)(O)C 5-(4-fluorophenyl)-2,3-dimethylpent-1-en-4-yn-3-ol